1-[3-[3-chloro-5-(4,4,5,5-tetramethyl-1,3,2-dioxaborolan-2-yl)phenyl]-1,4-oxazepan-4-yl]prop-2-en-1-one ClC=1C=C(C=C(C1)B1OC(C(O1)(C)C)(C)C)C1COCCCN1C(C=C)=O